COC1=C(C(=CC=C1)OC)N1C(=NN=C1C1(CCC1)C1=NC=CC=C1)NS(=O)(=O)[C@@H](C)[C@H](C)C1=NC=C(C=N1)C (2S,3R)-N-(4-(2,6-dimethoxyphenyl)-5-(1-(pyridin-2-yl)cyclobutyl)-4H-1,2,4-triazol-3-yl)-3-(5-methylpyrimidin-2-yl)butane-2-sulfonamide